FC1=C(OC2=CC=NC3=CC=C(C=C23)OC)C=CC(=C1)NC(=O)C1(CC1)C(=O)NC1=CC=C(C=C1)F 4-(2-fluoro-4-(1-((4-fluorophenyl)aminoformyl)cyclopropane-1-carboxamido)phenoxy)-6-methoxyquinoline